3-amino-2,5-pyrroledione NC=1C(NC(C1)=O)=O